7-(4-(((3S,4R)-3-hydroxy-4-((5-(trifluoromethyl)pyridin-2-yl)amino)piperidin-1-yl)sulfonyl)phenyl)-1,4-dihydroisoquinolin-3(2H)-one O[C@H]1CN(CC[C@H]1NC1=NC=C(C=C1)C(F)(F)F)S(=O)(=O)C1=CC=C(C=C1)C1=CC=C2CC(NCC2=C1)=O